5-(benzo[d][1,3]dioxol-5-yl)-N-(5-chloro-1H-indol-3-yl)isoindoline-2-carboxamide O1COC2=C1C=CC(=C2)C=2C=C1CN(CC1=CC2)C(=O)NC2=CNC1=CC=C(C=C21)Cl